1-(1,2-diphenyl-4-(m-tolyl)-1H-imidazol-5-yl)ethan-1-one C1(=CC=CC=C1)N1C(=NC(=C1C(C)=O)C=1C=C(C=CC1)C)C1=CC=CC=C1